C(#C)C=1C=2N(C=CC1)N=CC2C=O 4-ethynylpyrazolo[1,5-a]pyridine-3-carbaldehyde